S1C(=NC2=C1C=CC=C2)NC(=O)C=2C=CC=C1CCN(CC21)C2=CC=C(C(=N2)C(=O)OC(C)(C)C)C2=C(C=C(OCCCC1(CCN(CC1)CC(=O)O)C)C=C2)C 2-[4-[3-[4-[6-[8-(1,3-benzothiazol-2-ylcarbamoyl)-3,4-dihydro-1H-isoquinolin-2-yl]-2-tert-butoxycarbonyl-3-pyridyl]-3-methyl-phenoxy]propyl]-4-methyl-1-piperidyl]acetic acid